SC(CC(=O)OCC(COC(CC(C)S)=O)(COC(CC(C)S)=O)COC(CC(C)S)=O)C pentaerythritol tetrakis(3-sulfanylbutanoate)